O=C1NC(CCC1N1C(C2=CC=C(C=C2C1)NC(=O)C1=CC2=CN(N=C2C=C1)C)=O)=O N-(2-(2,6-dioxopiperidin-3-yl)-1-oxoisoindolin-5-yl)-2-methyl-2H-indazole-5-carboxamide